FC1=CC=C(C=C1)NC(=O)C1(CC1)C(=O)NC1=CC=C(OC2=CC=NC3=CC(=C(C=C23)C=2N(C=CC2)C(=O)OC(C)(C)C)OC)C=C1 tert-Butyl 2-[4-[4-[[1-[(4-fluorophenyl)carbamoyl]cyclopropanecarbonyl]-amino]phenoxy]-7-methoxyquinolin-6-yl]pyrrole-1-carboxylate